O1C(CCCC1)OC[C@H]1CNCCO1 (2R)-2-(tetrahydropyran-2-yloxymethyl)morpholine